[O-2].[Ti+4].[Sn+4].[In+3] indium-tin-titanium oxide